C(C)(=O)OCCOC=1C=CC2=C(N=C(S2)NC(=O)C=2C=NC(=CC2C2=CC(=NC=C2OC)Cl)C)C1 2-[(2-(2'-chloro-5'-methoxy-6-methyl-[4,4'-bipyridine]-3-amido)-1,3-benzothiazol-5-yl)oxy]ethyl acetate